(R)-N-((2-(6-(3,3-difluoro-4-(methylamino)piperidin-1-yl)pyridin-2-yl)-1,6-naphthyridin-7-yl)methyl)-4-methyl-3-(methylsulfonyl)benzamide FC1(CN(CC[C@H]1NC)C1=CC=CC(=N1)C1=NC2=CC(=NC=C2C=C1)CNC(C1=CC(=C(C=C1)C)S(=O)(=O)C)=O)F